NC\C=C(\CN1C(=NC2=C1C=C(C=C2C2=CC=C(C=C2)S(=O)(=O)N2CCOCC2)C(=O)N(C)C)C)/F (Z)-1-(4-amino-2-fluorobut-2-en-1-yl)-N,N,2-trimethyl-4-(4-(morpholinosulfonyl)phenyl)-1H-benzo[d]imidazol-6-carboxamide